2-fluoro-N-(5-fluoro-2-methyl-3-(6-(4-(piperidin-4-yl)phenyl)-7H-pyrrolo[2,3-d]Pyrimidin-4-yl)phenyl)-4-(prop-1-en-2-yl)benzamide FC1=C(C(=O)NC2=C(C(=CC(=C2)F)C=2C3=C(N=CN2)NC(=C3)C3=CC=C(C=C3)C3CCNCC3)C)C=CC(=C1)C(=C)C